bicarbamate C(NNC(=O)[O-])(=O)[O-]